C(C)(C)(C)OC([C@H]([C@@H](C)[C@H]1OC(OC1)(CC)CC)NC(=O)OCC1=CC=CC=2C3=CC=CC=C3CC12)=O (2S,3R)-3-[(4R)-2,2-diethyl-1,3-dioxacyclopentane-4-yl]-2-(fluorenylmethoxycarbonyl-amino)butanoic acid tert-butyl ester